NC\C=C(\CN1C=NC2=C1C=C(C=C2C2=C(C=CC(=C2)S(=O)(=O)C(F)(F)F)C)C(=O)OC)/F methyl (Z)-1-(4-amino-2-fluorobut-2-en-1-yl)-4-(2-methyl-5-((trifluoromethyl)sulfonyl)phenyl)-1H-benzo[d]imidazol-6-carboxylate